N,N,N-triethylammonium chloride [Cl-].C(C)[NH+](CC)CC